OC1=CC=C(C[C@@H]2N(C[C@@H](N(C[C@@H](N(C[C@@H](N(C2)CC(=O)O)CC2=CC=C(C=C2)O)CC(=O)O)CC2=CC=C(C=C2)O)CC(=O)O)CC2=CC=C(C=C2)O)CC(=O)O)C=C1 2,2',2'',2'''-((2S,5S,8S,11S)-2,5,8,11-tetrakis(4-hydroxybenzyl)-1,4,7,10-tetraazacyclododecane-1,4,7,10-tetrayl)tetraacetic acid